tert-butyl N-(1-{2-[1-(cyclopropylmethyl)-1H-pyrrolo[2,3-b]pyridin-2-yl]-1-ethyl-7-methoxy-1H-1,3-benzodiazole-5-carbonyl}piperidin-3-yl)carbamate C1(CC1)CN1C(=CC=2C1=NC=CC2)C2=NC1=C(N2CC)C(=CC(=C1)C(=O)N1CC(CCC1)NC(OC(C)(C)C)=O)OC